C(C)(C)(C)OC(=O)N1C[C@H]([C@@H](CC1)C(=O)O)C (3S,4R)-1-(tert-butoxycarbonyl)-3-methylpiperidine-4-carboxylic acid